dihydro-7H-pyrimido[5,4-d][2]benzazepin-7-one N1CN=CC=2C=NC(C3=C(C21)C=CC=C3)=O